N1-(((1s,3s)-3-(5,7-Difluoro-2-(4-fluorophenyl)-1H-indol-3-yl)cyclobutyl)methyl)-N4,N4-dimethylsuccinamide FC=1C=C2C(=C(NC2=C(C1)F)C1=CC=C(C=C1)F)C1CC(C1)CNC(CCC(=O)N(C)C)=O